CC(=CC#N)C 3-methyl-butenenitrile